(E)-(2-chlorostyryl)(3-fluoropyridin-2-yl)(imino)-λ6-sulfanone ClC1=C(/C=C/S(=O)(=N)C2=NC=CC=C2F)C=CC=C1